(R)-N-((R)-1-(1-(4-fluorophenyl)-1H-pyrazolo[3,4-c]pyridin-5-yl)ethyl)-2-methylpropane-2-sulfinamide FC1=CC=C(C=C1)N1N=CC=2C1=CN=C(C2)[C@@H](C)N[S@](=O)C(C)(C)C